β-thionocaprolactone C1(CC(CCC)O1)=S